ClC1=C(C=CC=C1)SC1=CC2=C(C=CB2)C=C1 6-((2-chlorophenyl)thio)benzoborole